COC(C(C1=CC=C(C=C1)Cl)N1C(C2=CC=CC=C2C(C1C1=CNC2=CC(=CC=C12)Cl)C(NCCOC)=O)=O)=O [3-(6-Chloro-1H-indol-3-yl)-4-(2-methoxy-ethylcarbamoyl)-1-oxo-3,4-dihydro-1H-isoquinolin-2-yl]-(4-chloro-phenyl)-acetic acid methyl ester